CNC(NC1=NC=CC=N1)=O (3-methylureido)pyrimidin